[4-(2,4-Dioxohexahydropyrimidin-1-yl)phenyl]Piperazine-1-carboxylic acid tert-butyl ester C(C)(C)(C)OC(=O)N1C(CNCC1)C1=CC=C(C=C1)N1C(NC(CC1)=O)=O